BrC1=C2C3=C(NC2=CC=C1)CCCCC3 1-bromo-5,6,7,8,9,10-hexahydrocyclohepta[b]indole